N1(CCOCC1)C(=O)[O-] Morpholinate